1-fluoro-12-((2-methylenetetrahydro-1H-pyrrolizin-7a(5H)-yl)methoxy)-5a,6,7,8,9,10-hexahydro-5H-4-oxa-3,10a,11,13,14-pentaaza-6,9-methanonaphtho[1,8-ab]heptalene FC1=C2N=C(N=C3C2=C(OCC2C4CCC(CN32)N4)N=C1)OCC14CCCN4CC(C1)=C